(5-((4-methylpiperazin-1-yl)methyl)furan-2-yl)butan CN1CCN(CC1)CC1=CC=C(O1)CCCC